ClC=1C=C(C=2N(N1)N=CN2)N2CC(C(C2)OC2=NC=C(C=C2)C(F)(F)F)(F)F 6-chloro-8-(3,3-difluoro-4-((5-(trifluoromethyl)pyridin-2-yl)oxy)pyrrolidin-1-yl)-[1,2,4]triazolo[1,5-b]pyridazine